C(CCCCCCC)C=1C=C2C=CC(=CC2=CC1)C1(CC=C(C=C1)N)NC1=CC=CC=C1 1-(6-Octylnaphthalen-2-yl)-N1-phenyl-benzene-1,4-diamine